dibenzo[b,i]thianthrene-5,7,12,14-tetraone C1=CC=CC=2C(C=3SC=4C(C5=C(C(C4SC3C(C21)=O)=O)C=CC=C5)=O)=O